allyl phosphonate P(OCC=C)([O-])=O